(S)-2-methyl-5,7-dihydrospiro[cyclopenta[b]pyridin-6,4'-piperidin]-5-amine dihydrochloride Cl.Cl.CC1=CC=C2C(=N1)CC1(CCNCC1)[C@@H]2N